1-(1H-benzo[d]imidazol-5-yl)-5-(3-hydroxy-4-methoxyphenyl)imidazolidine-2,4-dione N1C=NC2=C1C=CC(=C2)N2C(NC(C2C2=CC(=C(C=C2)OC)O)=O)=O